N-[(2-pyridyl)mesitylenyl]methyleneamine N1=C(C=CC=C1)C1=C(C(=C(C=C1C)C)N=C)C